FC(OCCN1N=CC(=N1)C(=O)OCC)(F)F Ethyl 2-(2-(trifluoromethoxy)ethyl)-2H-1,2,3-triazole-4-carboxylate